[C@H]12CN(C[C@H](CC1)N2)C2=NC(=NC1=C(C(=C(C=C21)F)C=2C(=C(N)C=C(C2C(F)(F)F)Cl)F)F)OC[C@@]2(CN(CCC2(F)F)C)C 3-(4-((1r,5S)-3,8-diazabicyclo[3.2.1]oct-3-yl)-2-(((S)-4,4-difluoro-1,3-dimethylpiperidin-3-yl)methoxy)-6,8-difluoroquinazolin-7-yl)-5-chloro-2-fluoro-4-(trifluoromethyl)aniline